5-[3-[benzyloxycarbonyl(methyl)amino]azetidin-1-yl]-2-methyl-benzoic acid C(C1=CC=CC=C1)OC(=O)N(C1CN(C1)C=1C=CC(=C(C(=O)O)C1)C)C